ClC=1C(=C(OC=2C=NC=C(C2C2=CC=C(C=C2)N2CCN(CC2)C(=O)OC(C)(C)C)C)C=CC1)C(=O)OC tert-butyl 4-(4-(3-(3-chloro-2-(methoxycarbonyl)phenoxy)-5-methylpyridin-4-yl)phenyl)piperazine-1-carboxylate